(S)-6-chloro-N2-[1-(4-fluorophenyl)ethyl]-N4-(pyrazin-2-yl)pyrimidine-2,4-diamine ClC1=CC(=NC(=N1)N[C@@H](C)C1=CC=C(C=C1)F)NC1=NC=CN=C1